OC(COC1=CC=C(C=C1)C#CC1=C2C=C(N=CC2=C(N=C1)NC)NC(=O)C1CC1)(C)C N-(5-((4-(2-hydroxy-2-methylpropyloxy)phenyl)ethynyl)-8-(methylamino)-2,7-naphthyridin-3-yl)cyclopropanecarboxamide